N(=[N+]=[N-])CCC=1C=C(C(C=O)=CC1)C=O 4-(2-azidoethyl)phthalaldehyde